N-(5-chloro-6-(2H-1,2,3-triazol-2-yl)pyridin-3-yl)-4-(3-chloropyridin-4-yl)-5-fluoro-2-methyl-benzamide ClC=1C=C(C=NC1N1N=CC=N1)NC(C1=C(C=C(C(=C1)F)C1=C(C=NC=C1)Cl)C)=O